N[C@@H](CC1=CC=C(C=C1)C=1C=CC=2N(C1)C(=CN2)C#N)C#N (S)-6-(4-(2-amino-2-cyanoethyl)phenyl)imidazo[1,2-a]pyridine-3-carbonitrile